(1R,2S,4R,5S)-4-(benzyloxy)bicyclo[3.1.0]hexane-2-carboxylic acid methyl ester COC(=O)[C@@H]1[C@@H]2C[C@@H]2[C@@H](C1)OCC1=CC=CC=C1